1-(2-methoxyethyl)-4-(4,4,5,5-tetramethyl-1,3,2-dioxaborolan-2-yl)-3-(trifluoromethyl)pyrazole COCCN1N=C(C(=C1)B1OC(C(O1)(C)C)(C)C)C(F)(F)F